The molecule is a member of the class of anthraquinones that is 10-oxo-3-(3-oxobutanoyl)-9,10-dihydroanthracen-2-yl]acetic acid bearing two additional hydroxy substituents at positions 4 and 5. An intermediate in the biosynthesis of nogalamycin. It has a role as a bacterial metabolite. It is a member of anthracenes, an oxo monocarboxylic acid, a polyketide, a polyphenol, an aromatic ketone and a cyclic ketone. It derives from an anthrone. It is a conjugate acid of a 12-deoxynogalonate(1-). CC(=O)CC(=O)C1=C(C=C2CC3=C(C(=CC=C3)O)C(=O)C2=C1O)CC(=O)O